FC(CCCC)(F)C1=CC=C(C=C1)CC(=O)OCC ethyl 2-(4-(1,1-difluoropentyl)phenyl)acetate